(3-(3-methyl-2-oxoimidazolin-1-yl)piperidin-1-yl)-3-((4-(4-methylpiperidin-4-yl)phenyl)amino)pyrazine-2-carboxamide CN1C(N(CC1)C1CN(CCC1)C=1N=C(C(=NC1)C(=O)N)NC1=CC=C(C=C1)C1(CCNCC1)C)=O